(2-benzyloxy-5-methyl-phenyl)(phenyl)-methanone C(C1=CC=CC=C1)OC1=C(C=C(C=C1)C)C(=O)C1=CC=CC=C1